NC1=NC(=C(C=C1C=1C=C2C(=CNC(C2=CC1F)=O)F)C1=CC=C(C=C1)N1CCN(CC1)C(C)C)F 6-(2-amino-6-fluoro-5-(4-(4-isopropylpiperazin-1-yl)phenyl)pyridin-3-yl)-4,7-difluoroisoquinolin-1(2H)-one